(R)-N-((2-(difluoromethoxy)pyrimidin-5-yl)methylene)-2-methylpropan-2-sulfinamide FC(OC1=NC=C(C=N1)C=N[S@](=O)C(C)(C)C)F